C(C)C(CC1OCC1)CCCC 2-ethylhexyloxetane